CC=1C=C(C=CC1C)C1=CC=NO1 5-(3,4-dimethyl-phenyl)-isoxazole